(2E)-3-(4-fluoro-2-hydroxyphenyl)prop-2-enal FC1=CC(=C(C=C1)/C=C/C=O)O